NC1=NC=CC2=CC=C(C=C12)C=1C=C2C=CN(C2=CC1)C1CC1 5-(1-aminoisoquinolin-7-yl)-1-cyclopropyl-1H-indole